3-bromo-9-cyano-6,6-dimethyl-11-oxo-6,11-dihydro-benzo[b]carbazole-8-yl triflate O(S(=O)(=O)C(F)(F)F)C=1C(=CC2=C(C(C=3NC4=CC(=CC=C4C3C2=O)Br)(C)C)C1)C#N